6-bromo-4-hydroxy-2-oxo-1-(prop-2-yn-1-yl)-1,2-dihydro-1,5-naphthyridine-3-carbonitrile BrC=1N=C2C(=C(C(N(C2=CC1)CC#C)=O)C#N)O